C(C)(=O)NN=C1[C@@H](\N=C(/C2=C(N1)C=CC(=C2)OC)\C2=CC=C(C=C2)Br)CC(=O)OC methyl (s,Z)-2-(2-(2-acetylhydrazineylidene)-5-(4-bromophenyl)-7-methoxy-2,3-dihydro-1H-benzo[e][1,4]diazepin-3-yl)acetate